1-((1-Pentyloxypropan-2-yl)oxy)-propan-2-amin C(CCCC)OCC(C)OCC(C)N